FC=1C=NC2=CC(=C(C=C2C1N1CCC2=CC(=CC=C12)[N+](=O)[O-])OC)OC 3-fluoro-6,7-dimethoxy-4-(5-nitroindolin-1-yl)quinoline